ClC1=CC=C2[C@@](C(NC2=C1)=O)(C)C1=C(C=CC(=C1)C=1N(C=CN1)C)OC (3S)-6-chloro-3-(2-methoxy-5-(1-methyl-1H-imidazol-2-yl)phenyl)-3-methylindolin-2-one